4-chloro-10-(1-((4-(hydroxymethyl)bicyclo[2.2.1]heptan-1-yl)methyl)piperidin-4-yl)-7,7-dimethylindolo[1,2-a]quinazolin-5(7H)-one ClC=1C=2C(N=C3N(C2C=CC1)C1=CC(=CC=C1C3(C)C)C3CCN(CC3)CC31CCC(CC3)(C1)CO)=O